methyl 5-nitro-2-[3-(2,2,2-trifluoroacetyl) oxypropyl]indazole-6-carboxylate [N+](=O)([O-])C1=CC2=CN(N=C2C=C1C(=O)OC)CCCOC(C(F)(F)F)=O